1-(2-bromo-4-fluoro-phenyl)ethanol BrC1=C(C=CC(=C1)F)C(C)O